CC(C#N)C(CC#N)C 2,3-dimethyl-glutaronitrile